CC=1CC2=C(C3=CC=C(C=C3C(=C2CC1)OC(C)=O)Cl)OC(C=C)=O 2-methyl-6-chloro-9-acryloyloxy-10-acetoxy-1,4-dihydroanthracene